3-bromo-2-fluoroisonicotinaldehyde BrC1=C(C=O)C=CN=C1F